C(C)N1C(C2=C3C(C(=CC=C13)S(=O)(=O)NCC1=C(C=CC=C1)F)=CC=C2)=O 1-ethyl-N-(2-fluorobenzyl)-2-oxo-1,2-dihydrobenzo[cd]indole-6-sulfonamide